[O-]S(=O)(=O)C(F)(F)F.C1(=CC=CC=C1)SC1=CC=C(C=C1)[S+](C1=CC=CC=C1)C1=CC=CC=C1 (4-phenylthio-phenyl)diphenyl-sulfonium triflate